methyl (3S,4S,11bS)-3-(2-hydroxyethyl)-1,2,3,3a,6,11-hexahydro-1,4-methanocyclopenta[2,3]azepino[4,5-b]indole-11b(5H)-carboxylate OCC[C@@H]1CC2[C@@]3(C1N(CCC1=C3NC3=CC=CC=C13)C2)C(=O)OC